(Z)-9-Azabicyclo[6.2.0]dec-4-en-10-one C12CC\C=C/CCC2NC1=O